3-(2,6-difluoro-3,5-dimethoxyphenyl)-7-(1,3-dimethyl-1H-pyrazol-4-yl)-1-(2-oxoindolin-5-yl)-3,4-dihydropyrido[4,3-d]pyrimidin-2(1H)-one FC1=C(C(=C(C=C1OC)OC)F)N1C(N(C2=C(C1)C=NC(=C2)C=2C(=NN(C2)C)C)C=2C=C1CC(NC1=CC2)=O)=O